ICC\C=C/CC(OC)OC (3Z)-1-iodo-6,6-dimethoxy-3-hexene